2-[(3-azidoindan-5-yl)amino]-8-bromo-6-(2,6-dichlorophenyl)pyrido[4,3-d]pyrimidin-5-one N(=[N+]=[N-])C1CCC2=CC=C(C=C12)NC=1N=CC2=C(N1)C(=CN(C2=O)C2=C(C=CC=C2Cl)Cl)Br